COCCN(C=1C=CC(=NC1)NC=1N=CC2=C(N1)N(C(C(=C2)Br)=O)C2CCCC2)CCOC 2-{5-[Bis-(2-methoxy-ethyl)-amino]-pyridin-2-ylamino}-6-bromo-8-cyclopentyl-8H-pyrido[2,3-d]pyrimidin-7-one